O1COC2=C1C=CC(=C2)CNC2=NC1=CC=CC=C1C(=N2)N(C)C N2-(benzo[d][1,3]dioxol-5-ylmethyl)-N4,N4-dimethylquinazoline-2,4-diamine